C(CCCCC\C=C\C=C\CC)CC(=O)O.C(C)(=O)OCCCCCCC=CC=CCC 7,9-dodecadien-1-yl acetate ((E,E)-7,9-dodecadien-1-yl acetate)